C(CCCCC(=O)Cl)(=O)Cl Adipoyl Dichloride